ClC1=NC=C(C(=C1)N1C(C=C(C=C1C)O)=O)C 2'-chloro-4-hydroxy-5',6-dimethyl-[1,4'-bipyridin]-2-one